C(C)(C)(C)OC(=O)N1[C@H]2CC(C[C@@H]1CC2)NC (1R,5S)-3-(methylamino)-8-azabicyclo[3.2.1]octane-8-carboxylic acid tert-butyl ester